N-(5-chloro-6-(2H-1,2,3-triazol-2-yl)pyridin-3-yl)-2,8-dimethyl-3-nitro-8-(trifluoromethyl)-7,8-dihydro-6H-pyrazolo[1,5-a]pyrrolo[2,3-e]pyrimidine-6-carboxamide ClC=1C=C(C=NC1N1N=CC=N1)NC(=O)N1CC(C2=C1C=NC=1N2N=C(C1[N+](=O)[O-])C)(C(F)(F)F)C